OC[C@H](C[C@H]1C(NCC1)=O)NC(=O)[C@@H]1[C@H]2C([C@H]2CN1C(C(C)(C1=CC=CC=C1)C)=O)(C)C (1R,2S,5S)-N-((S)-1-hydroxy-3-((S)-2-oxopyrrolidin-3-yl)propan-2-yl)-6,6-dimethyl-3-(2-methyl-2-phenylpropanoyl)-3-azabicyclo[3.1.0]hexane-2-carboxamide